CC1=C2COC(C2=CC=C1[C@@H]1CN(CCN1)CC=1C=NN(C1)C=1C=C(C#N)C=CN1)=O (R)-2-(4-((3-(4-methyl-1-oxo-1,3-dihydroisobenzofuran-5-yl)piperazin-1-yl)methyl)-1H-pyrazol-1-yl)isonicotinonitrile